C(C)(C)(C)C=1C=CC(=C(C1)NC(=O)C=1N=NN(C1C)C1=C(C=CC(=C1)C)OC)O N-(5-(tert-butyl)-2-hydroxyphenyl)-1-(2-methoxy-5-methylphenyl)-5-methyl-1H-1,2,3-triazole-4-carboxamide